C(C#CCCC)OC(CCCCC(=O)OCCCCCCBr)OCC#CCCC 6-bromohexyl 6,6-bis(hex-2-yn-1-yloxy)hexanoate